(S)-2-((3,3-dimethyl-1-oxo-1,3-dihydroisobenzofuran-5-yl)amino)-4-((2-hydroxy-1-phenylethyl)amino)-N'-(1-(trifluoromethyl)cyclopropanecarbonyl)pyrimidine-5-carbohydrazide CC1(OC(C2=CC=C(C=C12)NC1=NC=C(C(=N1)N[C@H](CO)C1=CC=CC=C1)C(=O)NNC(=O)C1(CC1)C(F)(F)F)=O)C